C1(CCC1)[C@@](C(F)(F)C1=C(C(=CC=C1)[C@@H](C)NC=1C2=C(N=C(N1)C)C=NC(=C2)P(=O)(C)C)F)(C)O |o1:4| (2R or S)-2-cyclobutyl-1-{3-[(1R)-1-{[6-(dimethylphosphoryl)-2-methylpyrido[3,4-d]pyrimidin-4-yl]amino}ethyl]-2-fluorophenyl}-1,1-difluoropropan-2-ol